1-N-[4-(7-Ethynylquinolin-4-yl)oxyphenyl]-1-N'-(4-fluorophenyl)cyclopropane-1,1-dicarboxamide C(#C)C1=CC=C2C(=CC=NC2=C1)OC1=CC=C(C=C1)NC(=O)C1(CC1)C(=O)NC1=CC=C(C=C1)F